(E)-N-(1-benzylpiperidin-4-yl)-2-(4-(3-oxo-3-(4-methoxyphenyl)prop-1-en-1-yl)phenoxy)acetamide C(C1=CC=CC=C1)N1CCC(CC1)NC(COC1=CC=C(C=C1)\C=C\C(C1=CC=C(C=C1)OC)=O)=O